N1=CN=CC(=C1)N1CC(CCC1)N 1-(pyrimidin-5-yl)piperidin-3-amine